O1CCN(C2=C1C=CC=C2)NC(=O)C=2C=NC1=C(C=CC=C1C2N2CCOCC2)C2=CC=C(C=C2)C(F)(F)F N-(2,3-dihydro-1,4-benzoxazin-4-yl)-4-morpholino-8-[4-(trifluoromethyl)phenyl]quinoline-3-carboxamide